1-(1-(tetrahydro-2H-pyran-4-carbonyl)piperidin-4-yl)-3-(4-(trifluoromethyl)phenyl)urea O1CCC(CC1)C(=O)N1CCC(CC1)NC(=O)NC1=CC=C(C=C1)C(F)(F)F